C(C)C1(CCC(CC1)NC1=NN2C(C(=N1)OC)=C(C=C2)C2=CC=1N(C=C2)N=CC1C(=O)NC)O 5-(2-(((1r,4r)-4-ethyl-4-hydroxycyclohexyl)amino)-4-methoxypyrrolo[2,1-f][1,2,4]triazin-5-yl)-N-methylpyrazolo[1,5-a]pyridine-3-carboxamide